C(C(=C)C)(=O)OCCN(C)C(=O)OC(C(C)C)C1=C(C=C(C(=C1)OC)OC)[N+](=O)[O-] 2-(((1-(4,5-dimethoxy-2-nitrophenyl)-2-methylpropoxy) carbonyl)(methyl)amino)ethyl methacrylate